COC=1C(=C(C=CC1)C=1C(=C2C(=NC(=NN2C1)C=1N(C=CN1)C)N[C@H]1[C@@H](CC1)OC)C1=CC=CC=C1)C |r| rac-6-(3-Methoxy-2-methylphenyl)-N-((1R,2R)-2-methoxycyclobutyl)-2-(1-methyl-1H-imidazol-2-yl)-5-phenylpyrrolo[2,1-f][1,2,4]triazin-4-amine